C12OCC(C1)(C2)C2=NC(=CC(=N2)NC2=CC(=NC=C2C2=NC=NC=C2)NC(C)=O)C N-(4-((2-(2-oxabicyclo[2.1.1]hexan-4-yl)-6-methylpyrimidin-4-yl)amino)-5-(pyrimidin-4-yl)pyridin-2-yl)acetamide